(tert-butyl 2-amino-4-chloro-5-(4-(dimethylamino) piperidin-1-yl) phenyl) carbamate C(N)(OC1=C(C(=C(C(=C1)N1CCC(CC1)N(C)C)Cl)C(C)(C)C)N)=O